2,2-Bis(4-hydroxyphenyl)-4-methylhexane OC1=CC=C(C=C1)C(C)(CC(CC)C)C1=CC=C(C=C1)O